gamma-(methacryloyloxy)propyl-triethyl-silane C(C(=C)C)(=O)OCCC[Si](CC)(CC)CC